(2S,3S)-3-(((S)-1-(benzyloxy)-3-methyl-1-oxobutan-2-yl)(methyl)carbamoyl)-1-(tert-butoxycarbonyl)azetidine-2-carboxylic acid C(C1=CC=CC=C1)OC([C@H](C(C)C)N(C(=O)[C@@H]1[C@H](N(C1)C(=O)OC(C)(C)C)C(=O)O)C)=O